NC1=C(C=CC=C1)NC1=NC(=NC=C1OCC1=CC=C(C=C1)C)NC1=CC=C(C=C1)N1CCN(CC1)C N4-(2-aminophenyl)-5-((4-methylbenzyl)oxy)-N2-(4-(4-methylpiperazin-1-yl)phenyl)pyrimidine-2,4-diamine